CO[C@@H]([C@@H](C(=O)C12C(NCC2C1(C)C)C(=O)N)NC(C(F)(F)F)=O)C [(2S,3R)-3-methoxy-2-[(2,2,2-trifluoroacetyl)amino]butanoyl]-6,6-dimethyl-3-azabicyclo[3.1.0]hexane-2-carboxamide